1,4-dihydropyridine-2-carboxylic acid methyl ester COC(=O)C=1NC=CCC1